3-((tert-butyldimethylsilyl) oxynaphthalen-1-yl)-2-(methylthio)-5,6,7,8-tetrahydroquinazolin-4-yl triflate O(S(=O)(=O)C(F)(F)F)C=1N(C(N=C2CCCCC12)SC)C1=C(C=CC2=CC=CC=C12)O[Si](C)(C)C(C)(C)C